3-(3,5-di(trifluoromethyl)phenyl)thiourea FC(C=1C=C(C=C(C1)C(F)(F)F)NC(N)=S)(F)F